[Br-].C(C(=C)C)(=O)OCCC(C[NH2+]C)CCCCCCCCCCCCCC 2-(methacryloyloxyethyl)-n-hexadecyl-methyl-ammonium bromide